CN1C(N(C2=C1C(=CC=C2)NCC2=CC=C(C=C2)CN[C@@H]2[C@@]1(CC[C@H](C2)C1(C)C)C)C1C(NC(CC1)=O)=O)=O 3-(3-methyl-2-oxo-4-((4-((((1R,2S,4R)-1,7,7-trimethylbicyclo[2.2.1]heptan-2-yl)amino)methyl)benzyl)amino)-2,3-dihydro-1H-benzo[d]imidazol-1-yl)piperidine-2,6-dione